CC=1C(=NC=C(C#N)C1)N1CC=2C=C(C=NC2CC1)N1C=2N(CC(C1)C)N=CC2 5-methyl-6-(3-(6-methyl-6,7-dihydropyrazolo[1,5-a]pyrimidin-4(5H)-yl)-7,8-dihydro-1,6-naphthyridin-6(5H)-yl)nicotinonitrile